2-(9H-carbazol-2-yl)-N-(4-(trifluoromethoxy)benzyl)acetamide C1=C(C=CC=2C3=CC=CC=C3NC12)CC(=O)NCC1=CC=C(C=C1)OC(F)(F)F